BrC=1N=CC=2NC(NC=3C(=NN(C3C2C1)CC1=CC=C(C=C1)OC)C(F)(F)F)C1=C(C=CC=C1F)F 13-bromo-8-(2,6-difluorophenyl)-3-[(4-methoxyphenyl)methyl]-5-(trifluoromethyl)-3,4,7,9,12-pentazatricyclo[8.4.0.02,6]tetradeca-1(10),2(6),4,11,13-pentaene